NC1=NC2=C(N1CCN(CCOC1=C(C=NN1C)C1=CC(=CN(C1=O)C)C(=O)OC)CC(F)(F)F)C=CC=C2 methyl 5-[5-(2-{[2-(2-amino-1,3-benzodiazol-1-yl) ethyl] (2,2,2-trifluoroethyl) amino} ethoxy)-1-methylpyrazol-4-yl]-1-methyl-6-oxopyridine-3-carboxylate